NC=1C=C(C=CC1)NS(=O)(=O)[O-] 3-aminophenylaminosulfonate